(S)-N-(6-chloro-2-(3-(4-cyclopropyl-2,5-dioxoimidazolidin-4-yl)propanoyl)isoindolin-5-yl)acetamide ClC1=C(C=C2CN(CC2=C1)C(CC[C@]1(NC(NC1=O)=O)C1CC1)=O)NC(C)=O